(E)-3-(3-chloro-4-((2-methyl-[1,1'-biphenyl]-3-yl) methoxy) phenyl)-2-cyanoacrylate ClC=1C=C(C=CC1OCC=1C(=C(C=CC1)C1=CC=CC=C1)C)/C=C(/C(=O)[O-])\C#N